(R)-3-t-butoxycarbonylaminocyclohexanone C(C)(C)(C)OC(=O)N[C@H]1CC(CCC1)=O